1-(2,4,6-trichloro-3-fluorophenyl)-propan-2-one ClC1=C(C(=CC(=C1F)Cl)Cl)CC(C)=O